ClC=1C=C(CC2=NC(=NN2)C2=CN=C3N2C=CC=C3)C=CC1Cl 3-(5-(3,4-dichlorobenzyl)-1H-1,2,4-triazol-3-yl)imidazo[1,2-a]pyridine